[Ni](Cl)Cl.C1=CCCC=CCC1.C1=CCCC=CCC1 bis-(1,5-cyclooctadiene) nickel chloride